C(C1=CC=CC=C1)(=O)OCC1CC=2C(=NC=3N(C2N[C@@H]2C[C@H](CC2)NC(=O)OC(C)(C)C)N=CC3Br)C13CCCC3 (3'-Bromo-8'-(((1S,3S)-3-((tert-butoxycarbonyl)amino)cyclopentyl)amino)-6',7'-dihydrospiro[Cyclopentane-1,5'-cyclopenta[d]pyrazolo[1,5-a]pyrimidin]-6'-yl)methyl benzoate